ClC1=CC=C(C=C1)C1=C(CCC(C1)(C)C)CN1CCN(CC1)C1=CC(=C(C(=O)NS(=O)(=O)C2=CC(=C(C=C2)OCC2=COC=C2)[N+](=O)[O-])C=C1)OC=1C=C2C(=NC1)NC=C2 4-(4-{[2-(4-chlorophenyl)-4,4-dimethylcyclohex-1-en-1-yl]methyl}piperazin-1-yl)-N-{[4-(3-furylmethoxy)-3-nitrophenyl]sulfonyl}-2-(1H-pyrrolo[2,3-b]pyridin-5-yloxy)benzamide